5-(4-cyano-2-fluoro-5,6,7,8,9,10-hexahydrocyclohepta[b]indol-1-yl)-3,6-dihydro-pyridine-1(2H)-carboxylate C(#N)C=1C=C(C(=C2C3=C(NC12)CCCCC3)C3=CCCN(C3)C(=O)[O-])F